1-methyl-1,2,3,4-tetrahydro-beta-carboline-3-carboxylic acid CC1NC(CC=2C3=CC=CC=C3NC12)C(=O)O